ClC=1C=C(NC2(CCC3(C(=CC4=CC=CC=C34)C3=CCCCC3)CC2)C(=O)O)C=CC1 (1r,4r)-4-(3-Chloroanilino)-2'-(cyclohex-1-en-1-yl)spiro[cyclohexane-1,1'-indene]-4-carboxylic acid